hexahydro-4,7-methyleneindan-1-carboaldehyde C1C2C3CCC(C3C1CC2)C=O